[BH4-].[Na+].C1(CC1)C1=NC=NC(=C1C1=NC(=CC(=N1)C(C)O)OCC1=CC=C(C=C1)C=1N(C=C(N1)C(F)(F)F)C1CC1)OC 1-[2-(4-cyclopropyl-6-methoxy-pyrimidin-5-yl)-6-[[4-[1-cyclopropyl-4-(trifluoromethyl)imidazol-2-yl]phenyl]methoxy]pyrimidin-4-yl]ethanol Sodium borohydride